ClC1=CC=C(C=C1)C1=NOC(=N1)C1=CC[C@@H](C(O1)(C)C)OC (S)-6-(3-(4-chlorophenyl)-1,2,4-oxadiazol-5-yl)-3-methoxy-2,2-dimethyl-3,4-dihydro-2H-pyran